ONCCC[C@H](N)C(=O)O N5-hydroxy-ornithine